C(C1=CC=CC=C1)C=1C=2N(C=C(N1)C1=CC=C(C=C1)O)C(C(N2)(CC2=CC=C(C=C2)O)O)=O 8-benzyl-2-hydroxy-2-(4-hydroxybenzyl)-6-(4-hydroxy-phenyl)-2h-imidazo[1,2-a]pyrazin-3-one